ClC1=C(C(=NC=N1)NC1=C(C=C(C(=C1)C=1CN(CCC1)C1=NC=C(C=N1)CN1CCOCC1)F)N1C[C@@H](N([C@@H](C1)C)C)C)[N+](=O)[O-] 6-chloro-N-(4-fluoro-5-(1-(5-(morpholinomethyl)pyrimidin-2-yl)-1,2,5,6-tetrahydropyridin-3-yl)-2-((3S,5R)-3,4,5-trimethylpiperazin-1-yl)phenyl)-5-nitropyrimidin-4-amine